NC=1C=2N(C3=CC(=C(C=C3N1)F)C(=O)N1[C@@H]3[C@H](OCC1)CC=1C=C(C=CC13)C(F)(F)F)C=NC2 (4-amino-7-fluoroimidazo[1,5-a]quinoxalin-8-yl)((4aS,9aR)-7-(trifluoromethyl)-2,3,9,9a-tetrahydroindeno[2,1-b][1,4]oxazin-4(4aH)-yl)methanone